OC(CCC[C@@H](C)[C@H]1CC[C@H]2[C@@H]3CC=C4C[C@H](CC[C@]4(C)[C@H]3CC[C@]12C)O)C1=C(C=CC=C1)OC 24-[Hydroxy(2-methoxyphenyl)methyl]cholane-6(5)-en-3β-ol